N2-methyl-4-nitro-benzene-1,2-diamine CNC=1C(=CC=C(C1)[N+](=O)[O-])N